periodic acid copper (III) [Cu+3].I(=O)(=O)(=O)O